C(CCC=C)OB(O)O pent-4-en-1-yl-boric acid